6-chloro-4-(pyrrolidin-1-yl)pyrido[3,2-d]pyrimidine ClC=1C=CC=2N=CN=C(C2N1)N1CCCC1